C1(CCC1)CN1N=NC(=C1)CN1N=C(C2=C(C=CC=C12)F)C1CN(C1)C(=O)OC(C)(C)C tert-Butyl 3-(1-{[1-(cyclobutylmethyl)-1H-1,2,3-triazol-4-yl]methyl}-4-fluoro-1H-indazol-3-yl)azetidine-1-carboxylate